dimethylethylketoxime CC(C)(C)C(=NO)C(C)(C)C